butcarbonyl hydroxide C(CCC)C(=O)O